C1(CC1)OC1=NN(C=C1[N+](=O)[O-])C(C(=O)OC)(C)C methyl 2-[3-(cyclopropoxy)-4-nitro-pyrazol-1-yl]-2-methyl-propanoate